Zirconium(IV) tetraacetate C(C)(=O)[O-].C(C)(=O)[O-].C(C)(=O)[O-].C(C)(=O)[O-].[Zr+4]